C(N)(OC=CCCC[Si](O[Si](C)(C)C)(O[Si](C)(C)C)O[Si](C)(C)C)=O 3-[tris(trimethyl-siloxy)silyl]propylvinyl carbamate